F[C@H]1COCC[C@H]1N1CCC2=C1N=NC(=C2)C2=C(C=C(C=C2C)C(F)(F)F)O 2-[7-[(3R,4R)-3-fluorotetrahydropyran-4-yl]-5,6-dihydropyrrolo[2,3-c]pyridazin-3-yl]-3-methyl-5-(trifluoromethyl)phenol